BrC=1C=C(NC1)CN[C@H](CO[Si](C)(C)C(C)(C)C)C=1C=C(C=CC1)C (S)-N-((4-Bromo-1H-pyrrol-2-yl)methyl)-2-((tert-butyldimethylsilyl)oxy)-1-(m-tolyl)ethan-1-amine